C(C)(=O)N1CC(N(CC1)C1=CC(=CC(N1)=O)N1[C@@H](COCC1)C)C(F)(F)F 6-[4-acetyl-2-(trifluoromethyl)piperazin-1-yl]-4-[(3R)-3-methylmorpholin-4-yl]-1H-pyridin-2-one